3-(2-methyl-8-((4-(morpholinomethyl)benzyl)amino)-4-oxoquinazolin-3(4H)-yl)piperidine-2,6-dione CC1=NC2=C(C=CC=C2C(N1C1C(NC(CC1)=O)=O)=O)NCC1=CC=C(C=C1)CN1CCOCC1